FC(S(=O)(=O)OC1=CC=CC2=C1C1=C(O2)C=2C=CC=CC2C=C1)(F)F naphtho[1,2-b]benzofuran-7-yl trifluoromethanesulfonate